NC1=CC(=C(C=C1)OC1=C(C=C(C=C1)N)C(C)(C)C)C(C)(C)C bis(p-amino-t-butylphenyl) ether